3-(1-oxo-5-(((1S,2S)-2-(4-oxopiperidin-1-yl)cyclopentyl)oxy)isoindolin-2-yl)piperidine-2,6-dione O=C1N(CC2=CC(=CC=C12)O[C@@H]1[C@H](CCC1)N1CCC(CC1)=O)C1C(NC(CC1)=O)=O